N-(4-chloropyridin-2-yl)-2-(2-tolyl)acetamide ClC1=CC(=NC=C1)NC(CC1=C(C=CC=C1)C)=O